C(C1=CC=CC=C1)OC(=O)N[C@@H](CCN(CCCCC1=CC=C2CCCN(C2=N1)C(=O)OC(C)(C)C)CCOCC(F)F)C(=O)OC (S)-tert-butyl 7-(4-((3-(((benzyloxy)carbonyl)amino)-4-methoxy-4-oxobutyl) (2-(2,2-difluoroethoxy)ethyl)amino)butyl)-3,4-dihydro-1,8-naphthyridine-1(2H)-carboxylate